2,2,3,3-tetrafluorocyclopropanol FC1(C(C1(F)F)O)F